[4-(2-ethylhexyloxy)-1-naphthyl]-[4-[4-[4-[[4-(2-ethylhexyloxy)-1-naphthyl]azo]phenyl]-2,1,3-benzothiadiazol-7-yl]phenyl]diazene C(C)C(COC1=CC=C(C2=CC=CC=C12)N=NC1=CC=C(C=C1)C1=CC=C(C=2C1=NSN2)C2=CC=C(C=C2)N=NC2=CC=C(C1=CC=CC=C21)OCC(CCCC)CC)CCCC